C1=CC=CC=2C3=CC=CC=C3C(C12)COC(=O)N[C@](C(=O)O)(CCCC=C)C (S)-2-(((9H-fluoren-9-yl)methoxy)carbonylamino)-2-methyl-hept-6-enoic acid